3-(4-ethynyl-3-fluorophenoxy)azetidine-1-carboxylic acid tert-butyl ester C(C)(C)(C)OC(=O)N1CC(C1)OC1=CC(=C(C=C1)C#C)F